C1(CC1)NCCO 2-(cyclopropylamino)ethanol